C(C)N(C(=O)OC[C@H](/C=C/C=C(\C)/[C@@H](C=O)[C@H](\C=C\[C@@H]([C@@](CC[C@@H](CC=O)O)(C)O)OC(C)=O)C)C)CC acetic acid [(2s,3s,4e,6s,7s,10s)-2-[(2e,4e,6s)-7-(diethylcarbamoyloxy)-6-methylhept-2,4-dien-2-yl]-7,10-dihydroxy-3,7-dimethyl-12-oxo-1-oxododec-4-en-6-yl] ester